N-(6-chloropyridin-3-yl)-6-((1-(oxetan-3-yl)-1H-pyrazol-4-yl)methoxy)isoquinolin-1-amine ClC1=CC=C(C=N1)NC1=NC=CC2=CC(=CC=C12)OCC=1C=NN(C1)C1COC1